6-(4-fluorophenyl)-N2,N2-dimethyl-N4-[1-(3-methyl-1,2,4-oxadiazol-5-yl)ethyl]quinazoline-2,4-diamine FC1=CC=C(C=C1)C=1C=C2C(=NC(=NC2=CC1)N(C)C)NC(C)C1=NC(=NO1)C